C1(CC1)CN(C(C1=CC=C(C=C1)F)=O)C=1C(=C(C(=O)O)C=CC1)F 3-(N-(cyclopropylmethyl)-4-fluorobenzamido)-2-fluorobenzoic acid